2-(2-Fluoro-5-methylphenyl)-N-[(3S)-2-oxo-5-phenyl-1,3-dihydro-1,4-benzodiazepin-3-yl]pyrazolo[1,5-a]pyrimidine-3-carboxamide FC1=C(C=C(C=C1)C)C1=NN2C(N=CC=C2)=C1C(=O)N[C@@H]1C(NC2=C(C(=N1)C1=CC=CC=C1)C=CC=C2)=O